FC(C(=O)O)(F)F.C1(CC1)NC(=O)C1=CN=C2N1N=C(C=C2NC)N2CCC1=C(C=CC=C21)C2=NC=C(C=C2F)C=O N-cyclopropyl-6-(4-(3-fluoro-5-formylpyridin-2-yl)indolin-1-yl)-8-(methylamino)imidazo[1,2-b]pyridazine-3-carboxamide trifluoroacetate